[Pb]=S LEAD(II) SULFIDE